tert-butyl (R)-3-(3-(4-amino-6-((3-oxopropyl)amino)-1,3,5-triazin-2-yl)-5-chlorophenyl)morpholine-4-carboxylate NC1=NC(=NC(=N1)NCCC=O)C=1C=C(C=C(C1)Cl)[C@H]1N(CCOC1)C(=O)OC(C)(C)C